4-amino-1-[5-[4-[6-chloro-4-(trifluoromethyl)-2-pyridinyl]piperazin-1-yl]sulfonyl-2-pyridinyl]pyrrolidin-2-one NC1CC(N(C1)C1=NC=C(C=C1)S(=O)(=O)N1CCN(CC1)C1=NC(=CC(=C1)C(F)(F)F)Cl)=O